NCC1(CCN(CC1)C1=NN2C(S1)=NC=C2C2=C(C=C(C(=C2)C(C)C)Cl)OC)O 4-(aminomethyl)-1-(5-(4-chloro-5-isopropyl-2-methoxyphenyl)imidazo[2,1-b][1,3,4]thiadiazol-2-yl)piperidin-4-ol